1-(3-(5-cyclopropyl-4-methyl-4H-1,2,4-triazol-3-yl)propyl)-3-(3-methyltetrahydro-2H-pyran-4-yl)urea C1(CC1)C=1N(C(=NN1)CCCNC(=O)NC1C(COCC1)C)C